(E)-3-(3-aminopyridin-4-yl)but-2-enoic acid ethyl ester C(C)OC(\C=C(/C)\C1=C(C=NC=C1)N)=O